hippuric acid, hydrochloride Cl.C(CNC(=O)C1=CC=CC=C1)(=O)O